(S)-3-Methyl-3-(5-(2-((4-(trifluoromethyl)phenyl)amino)pyrazolo[1,5-a]pyridin-3-yl)-1,3,4-oxadiazol-2-yl)pyrrolidin-2-one C[C@@]1(C(NCC1)=O)C=1OC(=NN1)C=1C(=NN2C1C=CC=C2)NC2=CC=C(C=C2)C(F)(F)F